ClC1=C(C=CC2=C1C(=NCC=1N2C(=NN1)C)C1=C(C=CC=C1F)F)C(=C)OCC 7-chloro-6-(2,6-difluorophenyl)-8-(1-ethoxyvinyl)-1-methyl-4H-[1,2,4]triazolo[4,3-a][1,4]benzodiazepine